C1(CC1)C1=CC2=C(N(C(=C2)C(=O)OCC)CC2CC2)S1 ethyl 2-cyclopropyl-6-(cyclopropylmethyl)-6H-thieno[2,3-b]pyrrole-5-carboxylate